(6S)-4-(7-(8-ethyl-7-fluoro-3-(methoxymethoxy)naphthalen-1-yl)-2,6,8-trifluoroquinazoline-4-yl)-6-methyl-1,4-oxaazepan-6-ol C(C)C=1C(=CC=C2C=C(C=C(C12)C1=C(C=C2C(=NC(=NC2=C1F)F)N1CCOC[C@](C1)(O)C)F)OCOC)F